COC(=O)C=1N=CN(C1)CCN(C)C 1-[2-(dimethylamino)-ethyl]imidazole-4-carboxylic acid methyl ester